maleic-N,N-dibutylamide C(CCC)N(C(\C=C/C(=O)O)=O)CCCC